1-(4-(1-methyl-1H-pyrazol-4-yl)-phenyl)urea CN1N=CC(=C1)C1=CC=C(C=C1)NC(=O)N